C(CCCCCCCCCCCCCCCCC)N(C(C(F)(F)F)=O)CCCCCCCCCCCCCCCCCC N,N-dioctadecyl-2,2,2-trifluoroacetamide